Cl.Cl.C12CNCC(CC1)N2C=2C=C(C=CC2)S(=O)(=O)N2C=C(C=C2C2=C(C=CC=C2)F)CN 1-(1-((3-(3,8-diazabicyclo[3.2.1]oct-8-yl)phenyl)sulfonyl)-5-(2-fluorophenyl)-1H-pyrrol-3-yl)-N-methylamine dihydrochloride